7-(2,3-dimethylphenyl)-1H-indole-2-carboxylic acid CC1=C(C=CC=C1C)C=1C=CC=C2C=C(NC12)C(=O)O